[Br-].CC=1N=C(SC1C)N1N(N=C(N1)C1=CC=CC=C1)C1=CC=CC=C1 3-(4,5-dimethylthiazol-2-yl)-2,5-diphenyl-tetrazoline bromide